NC1=C2C(=NC=N1)N(N=C2C2=CC=C(C=C2)CNC(C2=C(C=CC(=C2)F)OC)=O)C2(CC=NC=C2)CCCN(C(=O)N2N=CN=C2)C N-(4-(4-amino-3-(4-((5-fluoro-2-methoxybenzamido)methyl)phenyl)-1H-pyrazolo[3,4-d]pyrimidin-1-yl)-3-(pyridin-4-yl)propyl)-N-methyl-1H-1,2,4-triazole-1-carboxamide